tert-butyl (S)-4-(2-(4-(4-chlorophenyl)-2,3,9-trimethyl-6H-thieno[3,2-f][1,2,4]triazolo[4,3-a][1,4]diazepin-6-yl)acetamido)piperidine-1-carboxylate ClC1=CC=C(C=C1)C1=N[C@H](C=2N(C3=C1C(=C(S3)C)C)C(=NN2)C)CC(=O)NC2CCN(CC2)C(=O)OC(C)(C)C